ClC1=NC=CC(=N1)C1=C(N=C(S1)C)C=1C(=C(C=CC1)NS(=O)(=O)N(C)CC)F ({3-[5-(2-chloropyrimidin-4-yl)-2-methyl-1,3-thiazol-4-yl]-2-fluorophenyl}sulfamoyl)(ethyl)methylamine